1-(4-(3-chloro-2-methylphenyl)piperazin-1-yl)-2-(5-fluoro-3-(4-hydroxypiperidine-1-carbonyl)-4,5,6,7-tetrahydro-1H-indazol-1-yl)ethan-1-one ClC=1C(=C(C=CC1)N1CCN(CC1)C(CN1N=C(C=2CC(CCC12)F)C(=O)N1CCC(CC1)O)=O)C